C(CCCCCCC\C=C/C\C=C/CCCCC)C1(OCC(O1)CCN(C)C)CCCCCCCC\C=C/C\C=C/CCCCC 2-(2,2-Di((9Z,12Z)-octadeca-9,12-dien-1-yl)-1,3-dioxolan-4-yl)-N,N-dimethyl-ethanamine